6-(2-(difluoromethoxy)ethoxy)-5-fluoro-2-methoxypyridin-3-amine FC(OCCOC1=C(C=C(C(=N1)OC)N)F)F